4-((8-Methoxy-7-nitroquinolin-3-yl)methyl)piperazin-2-one COC=1C(=CC=C2C=C(C=NC12)CN1CC(NCC1)=O)[N+](=O)[O-]